1-(4-((4-((2-fluoro-4-((2-((6-hydroxyspiro[3.3]heptan-2-yl)amino)pyridin-4-yl)oxy)phenyl)amino)-7-methoxyquinazolin-6-yl)amino)piperidin-1-yl)prop-2-en-1-one FC1=C(C=CC(=C1)OC1=CC(=NC=C1)NC1CC2(C1)CC(C2)O)NC2=NC=NC1=CC(=C(C=C21)NC2CCN(CC2)C(C=C)=O)OC